3-fluoro-2-hydroxy-5-(4-(3-morpholinophenyl)piperazine-1-carbonyl)benzaldehyde FC=1C(=C(C=O)C=C(C1)C(=O)N1CCN(CC1)C1=CC(=CC=C1)N1CCOCC1)O